CC=1C=C(C(=O)O)C=C(C1)C 3,5-dimethyl-benzoic acid